CCCCCCCCCCCCCCCCCC(=O)OC[C@H](COP(=O)(O)OC[C@@H](C(=O)O)N)OC(=O)CCCC/C=C\C/C=C\C/C=C\CCCCC 1-octadecanoyl-2-(6Z,9Z,12Z-octadecatrienoyl)-glycero-3-phosphoserine